4-methoxy-6-methylpyridin-3-carboxamide COC1=C(C=NC(=C1)C)C(=O)N